(S)-6-(4-(4-acryloyl-1-(methylsulfonyl)piperazin-2-yl)-6-chloropyridin-2-yl)-N-methylpyrimidine-4-carboxamide C(C=C)(=O)N1C[C@@H](N(CC1)S(=O)(=O)C)C1=CC(=NC(=C1)Cl)C1=CC(=NC=N1)C(=O)NC